NC1=NC=2C=C(C=CC2C2=C1N=C(N2CC(CO)(C)CO)COCC)CCCN2CCN(CC2)C(C)=O 1-(4-(3-(4-amino-2-(ethoxymethyl)-1-(3-hydroxy-2-(hydroxymethyl)-2-methylpropyl)-1H-imidazo[4,5-c]quinolin-7-yl)propyl)piperazin-1-yl)ethan-1-one